NC1=CC=C(C(=C1C(=O)N(C)C)F)C=1C(=C2C(=NC1)NCC21CCC(CC1)C#N)Cl 6-Amino-3-(4'-chloro-4-cyano-1',2'-dihydrospiro[cyclohexane-1,3'-pyrrolo[2,3-b]pyridin]-5'-yl)-2-fluoro-N,N-dimethylbenzamide